3-Amino-8-(2-fluoro-6-methoxyphenyl)-N-(1-methylazetidin-3-yl)imidazo[1,2-a]pyridine-2-carboxamide NC1=C(N=C2N1C=CC=C2C2=C(C=CC=C2OC)F)C(=O)NC2CN(C2)C